FC(C(=O)O)(F)F.CC12CCCC(N1)C2 methyl-6-azabicyclo[3.1.1]heptane trifluoroacetate